CC1=NN(C(=C1)C)C=1C=C(C=CC1OC)O 3-(3,5-dimethyl-1H-pyrazol-1-yl)-4-methoxyphenol